3,5-Dimethyl-4-nonylphenol CC=1C=C(C=C(C1CCCCCCCCC)C)O